monoammonium urea NC(=O)N.[NH4+]